N-(4-fluoro-5-(((2S,4R)-4-((6-fluorophthalazin-1-yl)oxy)-2-methylpyrrolidin-1-yl)methyl)thiazol-2-yl)acetamide FC=1N=C(SC1CN1[C@H](C[C@H](C1)OC1=NN=CC2=CC(=CC=C12)F)C)NC(C)=O